phenyl (4-cyano-3,5-dimethylphenyl)carbamate C(#N)C1=C(C=C(C=C1C)NC(OC1=CC=CC=C1)=O)C